FC=1C=C2C=CC=NC2=C(C1)N1C[C@@H](N(C[C@@H]1C)C1=CC(N(C=2C=CC(=NC12)C#N)C)=O)C |&1:16| 8-((2S,SR)-4-(6-Fluorochinolin-8-yl)-2,5-dimethylpiperazin-1-yl)-5-methyl-6-oxo-5,6-dihydro-1,5-naphthyridin-2-carbonitril